3-chloro-1,2-propanediol diacetate C(C)(=O)OCC(CCl)OC(C)=O